2,2-dichloro-N-[2-oxo-2-(2-propenyl-amino)ethyl]-N-(2-propenyl)acetamide ClC(C(=O)N(CC=C)CC(NCC=C)=O)Cl